(1R,2R)-N-[3-(4-cyclopropoxy-6-methoxypyrimidin-5-yl)-1H-pyrrolo[2,3-b]pyridin-6-yl]-2-[(4-ethylpiperazin-1-yl)methyl]cyclopropane-1-carboxamide C1(CC1)OC1=NC=NC(=C1C1=CNC2=NC(=CC=C21)NC(=O)[C@H]2[C@@H](C2)CN2CCN(CC2)CC)OC